1-(7-chloro-2-oxo-1-phenyl-1,2-dihydroquinazolin-4-yl)-N-methyl-azetidine-3-carboxamide ClC1=CC=C2C(=NC(N(C2=C1)C1=CC=CC=C1)=O)N1CC(C1)C(=O)NC